(11Z)-11-Tetradecen-1-ol acetate C(C)(=O)OCCCCCCCCCC\C=C/CC